P(OC1=CC=C(C=C1)C)(OC1=CC=C(C=C1)C)(OC1=CC=C(C=C1)C)=S tri-p-cresyl phosphorothioate